tert-butyl ((4-(2-acetyl-1,2,3,4-tetrahydroisoquinolin-5-yl)-2-methylquinolin-6-yl)methyl)(tetrahydro-2H-pyran-4-yl)carbamate C(C)(=O)N1CC2=CC=CC(=C2CC1)C1=CC(=NC2=CC=C(C=C12)CN(C(OC(C)(C)C)=O)C1CCOCC1)C